C(C)(C)(C)OC(=O)N1C(CCC(C1)NC(=O)OC(C)C)C(N)=S 2-Thiocarbamoyl-5-(Isopropoxycarbonylamino)piperidine-1-carboxylic acid tert-butyl ester